CC1([C@H](C1)C(=O)N1CC2(C1)CN(C[C@H]2C(=O)O)C=2SC=C(N2)C(F)(F)F)C (s)-2-((S)-2,2-dimethylcyclopropanecarbonyl)-6-(4-(trifluoromethyl)thiazol-2-yl)-2,6-diazaspiro[3.4]octane-8-carboxylic acid